3,4-dichloro-6-[2-(diethylphosphoryl)pyrimidin-5-yl]-7-fluoro-2-methyl-1,5-naphthyridine ClC=1C(=NC2=CC(=C(N=C2C1Cl)C=1C=NC(=NC1)P(=O)(CC)CC)F)C